[Cl-].C[Si](CCC[N+](C)(C)CCCCCCCCCC)(OCC)OCC 3-(methyldiethoxysilyl)propyl-decyl-dimethyl-ammonium chloride